BrC1=CC=C2C(=N1)N(N=C2)CC2=C(C=C(C#N)C=C2)F 4-((6-bromo-1H-pyrazolo[3,4-b]pyridin-1-yl)methyl)-3-fluorobenzonitrile